7-coumarinamine O1C(=O)C=CC2=CC=C(C=C12)N